(1S,2S)-ethyl 2-(1-((tert-butyldiphenylsilyl)oxy)-3-hydroxypropyl)cyclopropanecarboxylate [Si](C1=CC=CC=C1)(C1=CC=CC=C1)(C(C)(C)C)OC(CCO)[C@@H]1[C@H](C1)C(=O)OCC